Dodecenol CCCCCCCCCC/C=C/O